2-{6-ethyl-2-[3-hydroxy-2-(hydroxymethyl)propyl]-2,6-diazaoctane-1-yl}propane-1,3-diol C(C)N(CCCN(CC(CO)CO)CC(CO)CO)CC